BrC(C)C1=CC(=C(C(N1C)=O)OC)C(=O)OCC ethyl 6-(1-bromoethyl)-3-methoxy-1-methyl-2-oxopyridine-4-carboxylate